2-methyl-3-((methylsulfonyl)methyl)azetidine CC1NCC1CS(=O)(=O)C